C(C)(C)(C)OC(=O)N1CCC(CC1)CNC(=O)C=1N(C2=CC(=CC=C2C1)C(NC(=O)OC(C)(C)C)=N)C1=CC2=CC=CC=C2C=C1 tert-butyl-4-((6-(N-(tert-butoxycarbonyl)carbamimidoyl)-1-(naphthalen-2-yl)-1H-indole-2-carboxamido) methyl)piperidine-1-carboxylate